4-bromo-3-(methoxymethoxy)benzonitrile BrC1=C(C=C(C#N)C=C1)OCOC